N-[4-(2,3-dihydro-1,4-benzodioxin-2-yl)benzyl]-N-methyl-2-(pyridin-2-yl)ethylamine O1C(COC2=C1C=CC=C2)C2=CC=C(CN(C)CCC1=NC=CC=C1)C=C2